N'-((ethane-1,2-diylbis(oxy))bis(ethane-1,2-diyl))bisacrylamide C(COCCC=CC(=O)N)OCCC=CC(=O)N